4-Oxo-6,11-dihydro-4H-pyrimido[2,1-b]quinazoline-2-carboxylic acid O=C1C=C(N=C2NC3=CC=CC=C3CN21)C(=O)O